N-((1H-benzo[d]imidazol-6-yl)methyl)-N-(3-methoxybenzyl)-2-(2-morpholinoethoxy)pyridin-4-amine N1C=NC2=C1C=C(C=C2)CN(C2=CC(=NC=C2)OCCN2CCOCC2)CC2=CC(=CC=C2)OC